(3-(bromomethyl)benzyl)isoindoline-1,3-dione BrCC=1C=C(CN2C(C3=CC=CC=C3C2=O)=O)C=CC1